6-[(2R)-4-(4-chloro-2-cyanobenzoyl)-2-ethylpiperazin-1-yl]-N-[2-(dimethylamino)ethyl]-3-(2-ethoxypyridin-3-yl)-2-fluorobenzamide ClC1=CC(=C(C(=O)N2C[C@H](N(CC2)C2=CC=C(C(=C2C(=O)NCCN(C)C)F)C=2C(=NC=CC2)OCC)CC)C=C1)C#N